3,4-Dichloro-1-(2-(dimethylamino)benzyl)-5-hydroxy-1,5-dihydro-2H-pyrrol-2-one ClC=1C(N(C(C1Cl)O)CC1=C(C=CC=C1)N(C)C)=O